γ-[2-(2-methoxyethoxy)ethyl]-glutamate COCCOCCC(C[C@H](N)C(=O)[O-])C(=O)[O-]